NC(CNC1=C(C(=NC2=CC(=CC=C12)Br)Cl)[N+](=O)[O-])(C)C N-(2-amino-2-methylpropyl)-7-bromo-2-chloro-3-nitroquinolin-4-amine